FC1([C@@H](O[C@H]([C@H]1O)CO)N1C(N=C(C=C1)NP1(OCCC(O1)C=1C=NC=CC1)=O)=O)F |&1:4| 1-((2R,4R,SR)-3,3-difluoro-4-hydroxy-5-(hydroxymethyl)tetrahydrofuran-2-yl)-4-((2-oxido-4-(pyridin-3-yl)-1,3,2-dioxaphosphinan-2-yl)amino)pyrimidin-2(1H)-one